N1N=C(C=2C1=NC=CC2)N pyrazolo[3,4-b]pyridine-amine